5-(4,4-difluorocyclohexyl)-4-methoxypyridin-2-amine tert-Butyl-(5-(4,4-difluorocyclohexyl)-4-methoxypyridin-2-yl)carbamate C(C)(C)(C)N(C(O)=O)C1=NC=C(C(=C1)OC)C1CCC(CC1)(F)F.FC1(CCC(CC1)C=1C(=CC(=NC1)N)OC)F